CC1=NC(=NO1)[C@@](CS(=O)(=O)C)(C)N (R)-2-(5-methyl-1,2,4-Oxadiazol-3-yl)-1-(methylsulfonyl)propan-2-amine